methyl (1r,4r)-4-((5-((2-nitro-5-(trifluoromethoxy)phenyl)amino)pyridin-2-yl)carbamoyl)cyclohexane-1-carboxylate [N+](=O)([O-])C1=C(C=C(C=C1)OC(F)(F)F)NC=1C=CC(=NC1)NC(=O)C1CCC(CC1)C(=O)OC